Butyl 4-((4-((benzyloxy)carbonyl)-2-(6-(methoxycarbonyl)pyridin-3-yl)piperazin-1-yl)methyl)-5-methoxy-7-methyl-1H-indole-1-carboxylate C(C1=CC=CC=C1)OC(=O)N1CC(N(CC1)CC1=C2C=CN(C2=C(C=C1OC)C)C(=O)OCCCC)C=1C=NC(=CC1)C(=O)OC